COCC(=O)NC1(CC(C1)NC1=NN2C(C(=N1)OC)=C(C=C2)C=2C=C1N=CC=NC1=CC2)C 2-Methoxy-N-(cis-3-((4-methoxy-5-(quinoxalin-6-yl)pyrrolo[2,1-f][1,2,4]triazin-2-yl)amino)-1-methylcyclobutyl)acetamide